C(=CC)N1CC(CCC1)C=1N=C(N2C(=NC=CC21)N)C2=C(C=C(OC=1C=C(C(=O)O)C=CN1)C=C2)Cl 2-(4-(1-(1-propenylpiperidin-3-yl)-5-aminoimidazo[1,5-c]pyrimidin-3-yl)-3-chlorophenoxy)isonicotinic acid